FC1(C[C@@H]2[C@@H](\C(\C[C@]1(N2)C)=C/C=2N=CC(=NC2)C=2C=C1C=CN=CC1=CC2O)OC)F 6-(5-((Z)-((1r,4r,5r)-7,7-difluoro-4-methoxy-1-methyl-8-azabicyclo[3.2.1]oct-3-ylidene)methyl)pyrazin-2-yl)isoquinolin-7-ol